dimethyl 4-butoxybenzylidenemalonate C(CCC)OC1=CC=C(C=C(C(=O)OC)C(=O)OC)C=C1